1-Tert-butyl 4-[4-[3-[(4-methoxyphenyl)methyl]-2,4-dioxo-hexahydropyrimidin-1-yl]-7-isoquinolyl]-1,4-diazepane-1-carboxylate COC1=CC=C(C=C1)CN1C(N(CCC1=O)C1=CN=CC2=CC(=CC=C12)N1CCN(CCC1)C(=O)OC(C)(C)C)=O